N-Allyl-N'-methylimidazolinium C(C=C)[NH+]1CN(CC1)C